ICCCCCCI 1,6-Diiodohexan